4-[[5-(4-chloro-2-fluoro-phenoxy)-4-methyl-3-pyridinyl]methyl]-3-fluoro-N-(isopropylsulfamoyl)pyridin-2-amine ClC1=CC(=C(OC=2C(=C(C=NC2)CC2=C(C(=NC=C2)NS(NC(C)C)(=O)=O)F)C)C=C1)F